CS(=O)(=O)CCOC=1C=C(C=CC1)C(C)N1C=NC2=CC=C(C=C2C1=O)C=1C=NNC1 3-(1-(3-(2-(Methylsulfonyl)ethoxy)phenyl)ethyl)-6-(1H-pyrazol-4-yl)quinazolin-4(3H)-one